4-amino-α-methyl-α-trifluoromethyl-benzenemethanol NC1=CC=C(C=C1)C(O)(C(F)(F)F)C